dipyrrole boron [B].N1C=CC=C1.N1C=CC=C1